C(C)(=O)O[C@H]1[C@@H](OC[C@H]1OC(C)=O)N1C2=NC(=NC(=C2N=C1C=1SC=CC1)Cl)C#CCCCC (2R,3R,4R)-2-(6-Chloro-2-(hex-1-yn-1-yl)-8-(thiophen-2-yl)-9H-purin-9-yl)tetrahydrofuran-3,4-diyl diacetate